BrC=1C=CC(=C(C1)S(=O)(=O)N(CC1=CC=C(C=C1)OC)CC1=CC=C(C=C1)OC)OC 5-bromo-2-methoxy-N,N-bis[(4-methoxyphenyl)methyl]benzenesulfonamide